ClC=1C=C(C=CC1F)NC(N([C@@H](C)C1=CN=C(C2=CC=CC=C12)OC)CCOC)=O (S)-3-(3-chloro-4-fluorophenyl)-1-(2-methoxyethyl)-1-(1-(1-methoxyisoquinolin-4-yl)ethyl)urea